O1COC2=C1C=CC(=C2)/C=C/C(=O)N(C2=CC=CC=C2)C2=CC=CC=C2 (E)-3-Benzo[1,3]Dioxol-5-yl-N,N-Diphenyl-2-Propenamid